(E)-3-(5-fluoro-6-methylpyridin-3-yl)prop-2-enal FC=1C=C(C=NC1C)/C=C/C=O